methylimidazoL CC=1NC=CN1